5-((4-(5-(4-chlorophenyl)-4-methyl-1H-imidazol-2-yl)phenoxy)methyl)-2-methylpyrimidine ClC1=CC=C(C=C1)C1=C(N=C(N1)C1=CC=C(OCC=2C=NC(=NC2)C)C=C1)C